Cl.FC(C=1C(=CC(=NC1)C=1C=NC(=NC1)C(F)(F)F)CN)F (5-(difluoromethyl)-2-(2-(trifluoromethyl)pyrimidin-5-yl)pyridin-4-yl)methylamine hydrochloride